COC(C1=C(C=C(C=C1)C)F)=O 2-fluoro-4-methylbenzoic acid methyl ester